5-cyclopropyl-5-{4-[4-(3,5,6-trimethylpyridin-2-yl)piperazine-1-carbonyl]phenyl}imidazolidine-2,4-dione C1(CC1)C1(C(NC(N1)=O)=O)C1=CC=C(C=C1)C(=O)N1CCN(CC1)C1=NC(=C(C=C1C)C)C